FC1=C2C=CNC2=CC(=C1OC=1C=CC(=C(C1)C=1NC2=C(C(N(CC2)C)C=2C(=C(C=CC2)CC(CO)O)F)N1)F)F 3-[3-[2-[5-[(4,6-difluoro-1H-indol-5-yl)oxy]-2-fluoro-phenyl]-5-methyl-1,4,6,7-tetrahydroimidazo[4,5-c]pyridin-4-yl]-2-fluoro-phenyl]propane-1,2-diol